N-(5-Bromo-4-fluoro-2-nitrophenyl)-[1,1':3',1''-terphenyl]-2,2'',3,3'',4,4'',5,5'',6,6''-d10-2'-amine BrC=1C(=CC(=C(C1)NC1=C(C=CC=C1C1=C(C(=C(C(=C1[2H])[2H])[2H])[2H])[2H])C1=C(C(=C(C(=C1[2H])[2H])[2H])[2H])[2H])[N+](=O)[O-])F